N-(3-(((7-(1H-pyrazol-4-yl)-2,3-dihydrofuro[3,2-c]pyridin-4-yl)amino)methyl)phenyl)-1-(2-(dimethylamino)ethyl)-1H-indazole-5-carboxamide N1N=CC(=C1)C=1C2=C(C(=NC1)NCC=1C=C(C=CC1)NC(=O)C=1C=C3C=NN(C3=CC1)CCN(C)C)CCO2